3-(3,3-difluoropyrrolidin-1-yl)-4-((N,N-dimethylsulfamoyl)carbamoyl)benzoic acid FC1(CN(CC1)C=1C=C(C(=O)O)C=CC1C(NS(N(C)C)(=O)=O)=O)F